CC(CC(/C=C/C)(B1OC(CN(CC(O1)=O)C)=O)NS(OCC(Cl)(Cl)Cl)(=O)=O)C 2,2,2-trichloroethyl (E)-(6-methyl-4-(6-methyl-4,8-dioxo-1,3,6,2-dioxazaborocan-2-yl)hept-2-en-4-yl)sulfamate